1-((2R,4S)-4-(4-amino-3-((1-methyl-1H-benzo[d]imidazol-5-yl)ethynyl)-1H-pyrrolo[3,2-c]pyridin-1-yl)-2-(methoxymethyl)pyrrolidin-1-yl)prop-2-en-1-one formate C(=O)O.NC1=NC=CC2=C1C(=CN2[C@H]2C[C@@H](N(C2)C(C=C)=O)COC)C#CC2=CC1=C(N(C=N1)C)C=C2